7-methyl-1,5,7-triazabicyclo[4.4.0]dec-5-ene CN1C2=NCCCN2CCC1